(S)-5-(((2-(3'-chloro-2'-(2-chloro-3-((3-fluoro-4-(((2-hydroxyethyl)amino)methyl)pyridin-2-yl)amino)phenyl)-6-methoxy-[2,4'-bipyridin]-5-yl)ethyl)amino)methyl)pyrrolidin-2-one ClC=1C(=NC=CC1C1=NC(=C(C=C1)CCNC[C@@H]1CCC(N1)=O)OC)C1=C(C(=CC=C1)NC1=NC=CC(=C1F)CNCCO)Cl